F[C@]1(CN(CC[C@H]1O)C1=NC=CC(=N1)NC=1N=CC2=C(N=CC(=C2C1)C(C)C)N1[C@@H]([C@@H](C1)O)C)C (3S,4R)-3-fluoro-1-(4-((8-((2R,3R)-3-hydroxy-2-methylazetidin-1-yl)-5-isopropyl-2,7-naphthyridin-3-yl)amino)pyrimidin-2-yl)-3-methylpiperidin-4-ol